2-((thiophene-2-sulfonyl)methyl)aniline (R)-benzyl-8-amino-3-(trifluoromethyl)-7,8-dihydro-1,6-naphthyridine-6(5H)-carboxylate C(C1=CC=CC=C1)OC(=O)N1CC=2C=C(C=NC2[C@@H](C1)N)C(F)(F)F.S1C(=CC=C1)S(=O)(=O)CC1=C(N)C=CC=C1